[Si](C)(C)(C(C)(C)C)O[C@@H]1C(N[C@@H](C1)C(F)(F)F)=O (3S,5S)-3-((tert-butyldimethylsilyl)oxy)-5-(trifluoromethyl)pyrrolidin-2-one